ClC1=C(C(=C(C=C1OC)OC)Cl)NC(N(C)C1=NC=NC(=C1)NC1=CC=C(C=C1)N1CCN(CC1)CC)=O (2,6-dichloro-3,5-dimethoxy-phenyl)-1-{6-[4-(4-ethyl-piperazin-1-yl)-phenylamino]-pyrimidin-4-yl}-1-methyl-urea